2-(2,6-dioxopiperidin-3-yl)-1-oxo-N-((R)-2,2,2-trifluoro-1-((1r,4R)-4-hydroxy-4-methylcyclohexyl)ethyl)isoindoline-5-carboxamide O=C1NC(CCC1N1C(C2=CC=C(C=C2C1)C(=O)N[C@@H](C(F)(F)F)C1CCC(CC1)(C)O)=O)=O